ClC1=C(C=C(C=C1)[C@H](NC(=O)[C@@H]1CNC(O1)=O)C1=CC=C(C=C1)Cl)C |o1:7| (S)-N-((R or S)-(4-chloro-3-methylphenyl)(4-chlorophenyl)methyl)-2-oxooxazolidine-5-carboxamide